5-[3-(4-cyano-2-fluoro-3-methylsulfanyl-phenyl)-5,5-dimethyl-4-oxo-2-thioxo-imidazolidin-1-yl]pyridine-2-carboxylic acid methyl ester COC(=O)C1=NC=C(C=C1)N1C(N(C(C1(C)C)=O)C1=C(C(=C(C=C1)C#N)SC)F)=S